(2-amino-3-pyridyl)-2-[[6-(1-ethylpyrazol-3-yl)oxy-3-pyridyl]amino]-8-methyl-7-oxo-pyrido[2,3-d]pyrimidine-6-carboxamide NC1=NC=CC=C1C=1C2=C(N=C(N1)NC=1C=NC(=CC1)OC1=NN(C=C1)CC)N(C(C(=C2)C(=O)N)=O)C